[Cu]=S.[Cu] copper-copper sulfide